C(C)(C)OC1=NC=CC=C1C=1C=NN2C1N=C(C=C2)N2CCNCC2 3-(2-isopropoxy-3-pyridyl)-5-piperazin-1-yl-pyrazolo[1,5-a]pyrimidine